The molecule is an unsaturated fatty acyl-CoA that results from the formal condensation of the thiol group of coenzyme A with the carboxy group of (13Z)-3-oxoicosenoic acid. It is a 3-oxo-fatty acyl-CoA, a long-chain fatty acyl-CoA, an 11,12-saturated fatty acyl-CoA and a monounsaturated fatty acyl-CoA. It is a conjugate acid of a (13Z)-3-oxoicosenoyl-CoA(4-). CCCCCC/C=C\\CCCCCCCCCC(=O)CC(=O)SCCNC(=O)CCNC(=O)[C@@H](C(C)(C)COP(=O)(O)OP(=O)(O)OC[C@@H]1[C@H]([C@H]([C@@H](O1)N2C=NC3=C(N=CN=C32)N)O)OP(=O)(O)O)O